1-methylhexyl-(5-chloro-8-quinolinyloxy) acetate C(C)(=O)OOC=1C=CC(=C2C=CC(=NC12)C(CCCCC)C)Cl